C1(=CC=C(C=C1)N(C1=CC=C(C=C1)N(C1=CC=CC=C1)C1=CC=2C3(C4=CC=CC=C4C2C=C1)C1=CC=CC=C1C(C=1C=CC=CC13)(C)C)C1=CC=CC=C1)C1=CC=CC=C1 N1-([1,1'-biphenyl]-4-yl)-N4-(10,10-dimethyl-10H-spiro[anthracene-9,9'-fluorene]-2'-yl)-N1,N4-diphenylbenzene-1,4-diamine